(E)-N-Methyl-2-((2-(4-(2-(pyridin-4-yl)vinyl)[2,4'-bipyrimidin]-2'-yl)isoindolin-5-yl)oxy)acetamide CNC(COC=1C=C2CN(CC2=CC1)C1=NC=CC(=N1)C1=NC=CC(=N1)\C=C\C1=CC=NC=C1)=O